sulfonyl fluoride imidazole salt N1C=NC=C1.S(=O)(=O)(F)F